FC=1C=C(C#N)C=C(C1)OC1=C2C(=C(N=C1)C(F)(F)F)NN=C2 3-fluoro-5-{[7-(trifluoromethyl)-1H-pyrazolo[3,4-c]pyridin-4-yl]oxy}benzonitrile